C(C)(C)(C)OC(=O)N1CCN(CC1)CCCOS(=O)(=O)C1=CC=C(C)C=C1 4-(3-(tosyloxy)propyl)piperazine-1-carboxylic acid tert-butyl ester